3-((dimethylamino)methyl)-9-hydroxy-4H-pyrido[1,2-a]pyrimidin-4-one hydrogen chloride Cl.CN(C)CC1=CN=C2N(C1=O)C=CC=C2O